Cinnoline-4-thioamide N1=NC=C(C2=CC=CC=C12)C(N)=S